S(=O)(=O)(OCCC#C)O but-3-ynyl hydrogen sulphate